(S)-tert-butyl-1-butyl-4-(1-(6-(4-fluoro-1H-pyrazol-1-yl) pyridin-3-yl) ethyl)-2,5-dicarbonyl-1,4,9-triazaspiro[5.5]undecane-9-carboxylate C(C)(C)(C)OC(=O)N1CCC2(C(N(CC(N2CCCC)=C=O)[C@@H](C)C=2C=NC(=CC2)N2N=CC(=C2)F)=C=O)CC1